Methyl 2-[6-(1,1-difluoroethyl) pyridin-3-yl]-5-nitrobenzoate FC(C)(F)C1=CC=C(C=N1)C1=C(C(=O)OC)C=C(C=C1)[N+](=O)[O-]